ClC=1C(=NC(=NC1)NC1CCC(N(C1)CCCCCCC)=O)C1=CNC2=CC=CC=C12 7-(5-((5-Chloro-4-(1H-indol-3-yl)pyrimidin-2-yl)amino)-2-oxopiperidin-1-yl)heptan